BrC=1C=CC(=NC1)C(C([C@H](C)NC(OC(C)(C)C)=O)O)=O tert-butyl ((2S)-4-(5-bromopyridin-2-yl)-3-hydroxy-4-oxobutan-2-yl)carbamate